FC=1C=C(C=C(C1OC1=C2C(=NC=C1)N(C=C2CCOC(F)(F)F)S(=O)(=O)C2=CC=C(C=C2)C)F)NC(=O)NCC2(COC2)F N-[3,5-difluoro-4-({1-(4-methylbenzene-1-sulfonyl)-3-[2-(trifluoromethoxy)ethyl]-1H-pyrrolo[2,3-b]pyridin-4-yl}oxy)phenyl]-N'-[(3-fluorooxetan-3-yl)methyl]urea